C(C)NC1=CC(=CC(=N1)N1C(C2=CC(=CC(=C2C1)C(F)(F)F)COCOC)=O)C1=C(C=C(C=C1)F)C1=NN=CN1C 2-[6-(Ethylamino)-4-[4-fluoro-2-(4-methyl-1,2,4-triazol-3-yl)phenyl]pyridin-2-yl]-6-[(methoxymethoxy)methyl]-4-(trifluoromethyl)-3H-isoindol-1-one